CC1=NOC(=N1)C1CNCCO1 2-(3-methyl-1,2,4-oxadiazol-5-yl)morpholine